naphthalene ascorbate O=C1C(O)=C(O)[C@H](O1)[C@@H](O)CO.C1=CC=CC2=CC=CC=C12